(1-[2-(3,4-dimethoxyphenyl)ethyl])-4-(3-phenylpropyl)piperazine COC=1C=C(C=CC1OC)CCN1CCN(CC1)CCCC1=CC=CC=C1